C(C1=CC=CC=C1)(=O)OC(C)C(C(C)OC(C1=CC=CC=C1)=O)CCCC 3-butyl-2,4-Pentanediol dibenzoate